2-Hydroxyethylstearate OCCOC(CCCCCCCCCCCCCCCCC)=O